(S)-1-benzyl-5-fluoro-N-(5-methyl-4-oxo-2,3,4,5-tetrahydropyrido[3,2-b][1,4]oxazepin-3-yl)-1H-pyrazole-3-carboxamide C(C1=CC=CC=C1)N1N=C(C=C1F)C(=O)N[C@@H]1C(N(C2=C(OC1)C=CC=N2)C)=O